C(C)(C)(C)C1=CC=C(C(=O)NCC2=NOC(C2)C(=O)OCC)C=C1 ethyl 3-((4-(tert-butyl)benzamido)methyl)-4,5-dihydroisoxazole-5-carboxylate